14-((6-(5-(((cyclohexyloxy)carbonyl)amino)-6-methylpyridin-3-yl)benzo[d]thiazol-2-yl)amino)-14-oxo-3,6,9,12-tetraoxatetradecanoic acid C1(CCCCC1)OC(=O)NC=1C=C(C=NC1C)C1=CC2=C(N=C(S2)NC(COCCOCCOCCOCC(=O)O)=O)C=C1